C(C)(=O)O[C@H]1/C=C/[C@@H]([C@H](C(C(C[C@H](CC[C@]1(C)O)O)=O)=O)/C(=C/C=C/[C@H](COC(=O)N1CCC1)C)/C)C azetidine-1-carboxylic acid [(2r,3e,5e)-6-[(2s,3s,4e,6s,7s,10s)-6-acetoxy-7,10-dihydroxy-3,7-dimethyl-12-oxo-1-oxocyclododec-4-en-2-yl]-2-methylhept-3,5-dienyl] ester